C(\C=C\C(=O)[O-])(=O)[O-] (E)-fumarate